ethyl (1R,2S,3S,4R)-3-((2-chloro-7-iodopyrrolo[2,1-f][1,2,4]triazin-4-yl)amino)bicyclo[2.2.2]octane-2-carboxylate ClC1=NN2C(C(=N1)N[C@@H]1[C@H](C3CCC1CC3)C(=O)OCC)=CC=C2I